(R)-8-cyclopentyl-7-ethyl-2-[4-[2-(3-methylpiperazin-1-yl)-2-oxoethylsulfonyl]-2-methoxyphenylamino]-5-methyl-7,8-dihydropterin C1(CCCC1)N1C(CN(C=2C(N[C@](NC12)(N)NC1=C(C=C(C=C1)S(=O)(=O)CC(=O)N1CC(NCC1)C)OC)=O)C)CC